FC1=C(C(=O)Cl)C(=CC=C1)N1N=CC=N1 2-fluoro-6-(2H-1,2,3-triazole-2-yl)benzoyl chloride